FC=1C=C2C(C(=CN(C2=CC1N1[C@H](CCC1)COC1=NC=CC=C1)C1=C(C=CC=C1)COC)C(=O)O)=O (R)-6-fluoro-1-(2-(methoxymethyl)phenyl)-4-oxo-7-(2-((pyridin-2-yloxy)methyl)pyrrolidin-1-yl)-1,4-dihydroquinoline-3-carboxylic acid